C(C1=CC=CC=C1)S(=O)(=O)C1=C(C(=C(C=C1CCCCC)O)C1C(CCC(=C1)C)C(=C)C)O 3-(benzylsulfonyl)-5'-methyl-4-pentyl-2'-(prop-1-en-2-yl)-1',2',3',4'-tetrahydro-[1,1'-biphenyl]-2,6-diol